1,3-Dibromo-5-[difluoro(4-fluorophenyl)methyl]benzene 2-octyldodecyl-stearate C(CCCCCCC)C(COC(CCCCCCCCCCCCCCCCC)=O)CCCCCCCCCC.BrC1=CC(=CC(=C1)C(C1=CC=C(C=C1)F)(F)F)Br